N-(3-chloro-4-fluorophenyl)-2-methoxy-1-(3-methylureido)-2,3-dihydro-1H-indene-4-carboxamide ClC=1C=C(C=CC1F)NC(=O)C=1C=2CC(C(C2C=CC1)NC(=O)NC)OC